(R)-tert-Butyl (1-(3,4-dihydro-2,6-naphthyridin-2(1H)-yl)-1-oxopropan-2-yl)carbamate C1N(CCC2=CN=CC=C12)C([C@@H](C)NC(OC(C)(C)C)=O)=O